C(N)(=O)C1=NNC2=CC=CC=C12 3-carbamoyl-1H-indazol